benzylbenzenesulfonate C(C1=CC=CC=C1)OS(=O)(=O)C1=CC=CC=C1